3,5-dichloro-N-hexylaniline ClC=1C=C(NCCCCCC)C=C(C1)Cl